NCC=1C=C(C=CC1)C=1C=C(C2=C(C(=CO2)COC2=C(C=CC=C2)CC(=O)OCC)C1)OCC1=NN(C=C1)C ethyl 2-(2-((5-(3-(aminomethyl)phenyl)-7-((1-methyl-1H-pyrazol-3-yl)methoxy)benzofuran-3-yl)methoxy)phenyl)acetate